1-(3-hydroxy-2-methyl-azetidin-1-yl)ethanone OC1C(N(C1)C(C)=O)C